ClC=1C=C(C=CC1)C1=NC2=C(N1)C=CC(=C2)C2(NC(=CC(=N2)NCC)C)N 2-(2-(3-chlorophenyl)-1H-benzo[d]imidazol-5-yl)-N4-ethyl-6-methylpyrimidine-2,4-diamine